FC=1C=NC=CC1C=1N=NN(C1C(F)(F)F)CC1=CC=C(C=C1)OC 3-fluoro-4-{1-[(4-methoxyphenyl)methyl]-5-(trifluoromethyl)-1H-1,2,3-triazol-4-yl}pyridine